2-(1-isopropyl-4-methyl-1H-pyrazol-5-yl)-6,7-dihydropyrazolo[1,5-a]pyrimidin-5(4H)-one C(C)(C)N1N=CC(=C1C1=NN2C(NC(CC2)=O)=C1)C